[Ir+3].CC=1C=C(C=CC1)C1(NC=CC=C1)C(=O)O (2-(3-methylphenyl)pyridinoic acid) iridium (III)